6-{2-[5-chloro-1-(2H3)methyl-2-oxo-1,2-dihydrospiro[indole-3,4'-piperidin]-1'-yl]ethoxy}-8-fluoro-3,4-dihydro-2H-1λ6,2-benzothiazine-1,1-dione ClC=1C=C2C(=CC1)N(C(C21CCN(CC1)CCOC=1C=C(C2=C(CCNS2(=O)=O)C1)F)=O)C([2H])([2H])[2H]